C(CCCCCCCCCC)O 1-Undecanol